(S)-3-(4-(2,4-difluorophenyl)thiophen-2-yl)-3-(3-(4-hydroxy-1-methyl-2-oxo-1,2-dihydropyridin-3-yl)ureido)propionic acid FC1=C(C=CC(=C1)F)C=1C=C(SC1)[C@H](CC(=O)O)NC(=O)NC=1C(N(C=CC1O)C)=O